N-(4-Amino-2-tetrahydropyran-2-yl-pyrazolo[4,3-c]pyridin-7-yl)-N'-ethyl-N'-[[2-methyl-4-(pentafluoro-sulfanyl)phenyl]methyl]oxamide NC1=NC=C(C=2C1=CN(N2)C2OCCCC2)NC(=O)C(=O)N(CC2=C(C=C(C=C2)S(F)(F)(F)(F)F)C)CC